C(C)(C)C1=C(C=CC=C1)[C@H]1N(CCN(C1)CC1=CC=C(C=C1)OC)C1CC2(C1)CCNCC2 (R)-2-(2-(2-isopropylphenyl)-4-(4-methoxybenzyl)piperazin-1-yl)-7-azaspiro[3.5]Nonane